C1(CC1)C1=CC(=NC=C1)NC(C1=C(C=CC=C1)F)=O N-(4-cyclopropylpyridin-2-yl)-2-fluorobenzamide